C(C)(C)(C)NS(=O)(=O)C1=CC=CC(=N1)NC(C1=C(N=C(C=C1)[C@@](C(F)(F)F)(CO)O)N1CCC2(CC2)CC1)=O (S)-N-(6-(N-(tert-Butyl)sulfamoyl)pyridin-2-yl)-2-(6-azaspiro[2.5]octan-6-yl)-6-(1,1,1-trifluoro-2,3-dihydroxypropan-2-yl)nicotinamid